(±)-trans-4-Phenyl-N-[3-(pyridin-2-yloxy)phenyl]pyrrolidine-3-carboxamide dihydrochloride Cl.Cl.C1(=CC=CC=C1)[C@H]1[C@@H](CNC1)C(=O)NC1=CC(=CC=C1)OC1=NC=CC=C1 |r|